[N+](=O)([O-])C1=NN(C=C1)CC(=O)OCC ethyl 2-(3-nitro-1H-pyrazol-1-yl)acetate